BrC1=CC=C(S1)C1(CC1)CO [1-(5-bromo-2-thienyl)cyclopropyl]methanol